OC1C(COC1)NC(=O)C=1C=NN2C1N=C(C=C2NC)C2=CN(C1=NC=CC=C12)C(C)C N-(4-hydroxytetrahydrofuran-3-yl)-5-(1-isopropyl-1H-pyrrolo[2,3-b]pyridin-3-yl)-7-(methylamino)pyrazolo[1,5-a]pyrimidine-3-carboxamide